C(C)C=1C(=CC=C2C=C(C=C(C12)N1CC=2N=C(N=C(C2CC1)N1CC(CCC1)O)OC[C@]12CCCN2C[C@@H](C1)F)OCOC)F 1-(7-(8-ethyl-7-fluoro-3-(methoxymethoxy)naphthalen-1-yl)-2-(((2R,7aS)-2-fluorohexahydro-1H-pyrrolizin-7a-yl)methoxy)-5,6,7,8-tetrahydropyrido[3,4-d]pyrimidin-4-yl)piperidin-3-ol